methacryloyloxyethyl-trimethyl-ammonium methacrylate C(C(=C)C)(=O)[O-].C(C(=C)C)(=O)OCC[N+](C)(C)C